tertButyl-4-(9-chloro-2-methylpyrido[3,2-e][1,2,4]triazolo[1,5-c]pyrimidin-5-yl)piperazin-1-carboxylate C(C)(C)(C)OC(=O)N1CCN(CC1)C1=NC2=C(C=3N1N=C(N3)C)C=C(C=N2)Cl